1-methyl-imidazole-2-carboxamide butyl-4-[[2-chloro-4-[[5-[6-(dimethylamino)-2,5-difluoro-3-pyridyl]-1-methyl-imidazole-2-onyl]amino]benzoyl]amino]piperidine-1-carboxylate C(CCC)OC(=O)N1CCC(CC1)NC(C1=C(C=C(C=C1)NC=1NC(N(C1C=1C(=NC(=C(C1)F)N(C)C)F)C)=O)Cl)=O.CN1C(=NC=C1)C(=O)N